C(C=C)(=O)N1C[C@@H](N(CC1)C=1C2=C(N(C(N1)=O)C1=C(C=CC=C1C)C(C)C)N=C(C(=C2)F)Cl)C (S)-4-(4-acryloyl-2-methylpiperazin-1-yl)-7-chloro-6-fluoro-1-(2-isopropyl-6-Methylphenyl)pyrido[2,3-d]pyrimidin-2-one